NS(=O)(=O)C1=NC=CC(=C1)N1C(CCC1C(F)(F)F)C(=O)N (2-aminosulfonylpyridin-4-yl)-5-(trifluoromethyl)pyrrolidine-2-carboxamide